ClC1=C2C=C(NC2=CC=C1OC)C(=O)OC methyl 4-chloro-5-methoxy-1H-indole-2-carboxylate